ClC1=CC=C(C=C1)C1=CC=2C(=C(N=NC2CC2COCC2)C(=O)N)S1 2-(4-chlorophenyl)-4-(3-tetrahydrofuranylmethyl)-thieno[2,3-d]pyridazine-7-carboxamide